The molecule is a maleate salt obtained by reaction of N-methylquipazine with two equivalents of maleic acid. A 5-HT3 agonist. Has almost the same affinity for 5-HT3 sites as quipazine but unlike the latter, does not bind to 5-HT1B sites. It has a role as a prodrug and a serotonergic agonist. It contains a N-methylquipazine. [H+].[H+].[H+].[H+].CN1CCN(CC1)C2=NC3=CC=CC=C3C=C2.C(=C\\C(=O)[O-])\\C(=O)[O-].C(=C\\C(=O)[O-])\\C(=O)[O-]